methyl 2-cycloheptyl-6,7-dihydro-5H-cyclopenta[b]pyridine-3-carboxylate C1(CCCCCC1)C1=C(C=C2C(=N1)CCC2)C(=O)OC